methyltartaric acid CC(C(=O)O)(O)C(O)C(=O)O